C(C)N1CC(C2=CC=CC=C12)(C)C 1-ethyl-3,3-dimethyl-3H-indole